O[C@H](C)C1=NC=2C(=C3C(=NC2)NC=C3)N1N1CC(CC1)NS(=O)(=O)C N-(1-(2-((R)-1-hydroxyethyl)imidazo[4,5-d]pyrrolo[2,3-b]pyridin-1(6H)-yl)pyrrolidin-3-yl)methanesulfonamide